tert-butyl(2-cyano-2-(isoquinolin-4-ylamino)ethyl)(6,6-difluorospiro[3.3]heptan-2-yl)carbamate C(C)(C)(C)OC(N(C1CC2(C1)CC(C2)(F)F)CC(NC2=CN=CC1=CC=CC=C21)C#N)=O